O=C1C=CC(OC1)CC(=O)[O-] 5-oxo-5,6-dihydro-2H-pyran-2-acetate